C1(CC1)C[C@@H](C(=O)O)NC(C[C@H]1N(C(CC1)=O)CC1=C(C(=CC(=C1)F)F)F)=O (S)-3-cyclopropyl-2-(2-((S)-5-oxo-1-(2,3,5-trifluorobenzyl)-pyrrolidin-2-yl)acetamido)propanoic acid